7-(2-Aminoethyl)quinolin-2(1H)-one trifluoroacetate FC(C(=O)O)(F)F.NCCC1=CC=C2C=CC(NC2=C1)=O